O=C1N(C([C@@H]2C3C=CC([C@H]12)C3)=O)CCC(=O)NCCCO 3-((3aR,7aS)-1,3-dioxo-1,3,3a,4,7,7a-hexahydro-2H-4,7-methanoisoindol-2-yl)-N-(3-hydroxypropyl)propanamide